C(C1=CC=CC=C1)O[C@H]1C[C@@H](O[C@]1(C)COCC1=CC=CC=C1)N1C(NC(C(=C1)Cl)=O)=O 1-((2R,4S,5R)-4-(benzyloxy)-5-((benzyloxy)methyl)-5-methyltetrahydrofuran-2-yl)-5-chloropyrimidine-2,4(1H,3H)-dione